NCC=1C(=NC(=NC1)C1=CC(=C(C=C1)Cl)C(F)(F)F)N1CC(CC1)CNC(OC(C)(C)C)=O tert-butyl N-[[1-[5-(aminomethyl)-2-[4-chloro-3-(trifluoromethyl)phenyl] pyrimidin-4-yl]pyrrolidin-3-yl]methyl]carbamate